ClC=1C=CC(=C(C1)CNC(=O)C1=NC=CC(=C1)NC(C(C)(C)C)=O)OC N-[(5-chloro-2-methoxy-phenyl)methyl]-4-(2,2-dimethylpropanoylamino)pyridine-2-carboxamide